O[C@@](CC)(C)C=1NC(C=2SC(=C3OCCCC1C32)C=3C=NNC3)=O 7-[(1R)-1-hydroxy-1-methyl-propyl]-2-(1H-pyrazol-4-yl)-12-oxa-3-thia-6-azatricyclo[6.4.1.04,13]trideca-1,4(13),7-trien-5-one